ClC=1C=C(C=CC1OC(F)(F)F)N1C(=NC2=C1C=C(C=C2)N2CC(N(CC2)C)C)C#C 1-[3-chloro-4-(trifluoromethoxy)phenyl]-6-(3,4-dimethylpiperazin-1-yl)-2-ethynyl-benzimidazole